4-(2-hydroxy-3-phenylaminopropyl)-1,3-dihydroimidazol-2-one OC(CC=1NC(NC1)=O)CNC1=CC=CC=C1